FC(C=1C=C(C(=O)O)C=C(C1)NS(=O)(=O)C1=C(C=C(C=C1C(C)C)C(C)C)C(C)C)(F)F 3-(trifluoromethyl)-5-((2,4,6-triisopropylphenyl)sulfonamido)benzoic acid